NC=1OC2=C(C=NC=C2N2C[C@@H](OC3(CC3)C2)C(=O)N2[C@H](C3=C(C=C(C=C3CC2)Cl)Cl)C)N1 ((R)-7-(2-aminooxazolo[4,5-c]pyridin-7-yl)-4-oxa-7-azaspiro[2.5]octan-5-yl)((S)-6,8-dichloro-1-methyl-3,4-dihydroisoquinolin-2(1H)-yl)methanone